[4-[[(4-hydroxycyclohexyl)-methyl-amino]methyl]phenyl]boronic acid OC1CCC(CC1)N(C)CC1=CC=C(C=C1)B(O)O